N,N'-(2,2'-dimethyl-[1,1'-biphenyl]-3,3'-diyl)bis(5-formyl-4-methyl-picolinamide) CC1=C(C=CC=C1NC(C1=NC=C(C(=C1)C)C=O)=O)C1=C(C(=CC=C1)NC(C1=NC=C(C(=C1)C)C=O)=O)C